FC1C(C1)N1C(C(=CC=C1)NC(=O)C=1C(=NC=2N(C1)C=C(N2)C21COC(C2)(C1)COC)OC(C)C)=O N-(1-(2-fluorocyclopropyl)-2-oxo-1,2-dihydropyridin-3-yl)-7-isopropoxy-2-(1-(methoxymethyl)-2-oxabicyclo[2.1.1]hexan-4-yl)imidazo[1,2-a]pyrimidine-6-carboxamide